C(C1=CC=CC=C1)N1CC=C2N1CC[C@@H](C(N2)=O)C2=NC(=NN2)C(=O)NC2CC2 1-benzyl-N-(6R)-2-cyclopropyl-5-oxo-4,6,7,8-tetrahydropyrazolo[1,5-a][1,3]diazepin-6-yl-1,2,4-triazole-3-carboxamide